ClC1=CC(=C(N=N1)N(C)C)NCC1=C(C=C(C=C1)OC)OC 6-Chloro-N4-(2,4-dimethoxybenzyl)-N3,N3-dimethylpyridazine-3,4-diamine